FC(C=1C=C(C=C(C1)C(F)(F)F)[C@@H](C)O[C@@H]1[C@@H](N(CCO1)CC1=NC(NN1)=O)C1=CC=C(C=C1)F)(F)F 5-[[(2r,3s)-2-[(1R)-1-[3,5-bis(trifluoromethyl)phenyl]ethoxy]-3-(4-fluorophenyl)-4-morpholinyl]methyl]-1,2-dihydro-3H-1,2,4-triazol-3-one